1-[4-[[5-chloro-4-(1-cyclohexylpyrazol-3-yl)pyrimidin-2-yl]amino]-1-piperidyl]ethanone ClC=1C(=NC(=NC1)NC1CCN(CC1)C(C)=O)C1=NN(C=C1)C1CCCCC1